7-bromo-2-methyl-1,4-dihydroisoquinolin-3(2H)-one BrC1=CC=C2CC(N(CC2=C1)C)=O